2-(Difluoromethyl)-5-methoxy-4-(4,4,5,5-tetramethyl-1,3,2-dioxaborolan-2-yl)pyridine FC(C1=NC=C(C(=C1)B1OC(C(O1)(C)C)(C)C)OC)F